FC(C1=NN=C(O1)C=1C=CC(=NC1)CN1C(N(C(C1=O)(C)C)C1=C(C=CC=C1F)F)=O)F 3-((5-(5-(difluoromethyl)-1,3,4-oxadiazol-2-yl)pyridin-2-yl)methyl)-1-(2,6-difluorophenyl)-5,5-dimethylimidazolidin-2,4-dione